CC1=CC=C(C=C1)S(=O)(=O)OC1=C(OC2=CC(=CC(=C2C1=O)OC)OC)C1=CC(=C(C(=C1)OC)OC)OC 5,7-dimethoxy-4-oxo-2-(3,4,5-trimethoxyphenyl)-4H-chromen-3-yl 4-methylbenzenesulfonate